N-(3-(1-(2,4-Dioxotetrahydropyrimidin-1(2H)-yl)isoquinolin-7-yl)prop-2-yn-1-yl)-5-(8-(7-isopropyl-1,3-dimethyl-2-oxo-2,3-dihydro-1H-benzo[d]imidazol-5-yl)isoquinolin-3-yl)picolinamide O=C1N(CCC(N1)=O)C1=NC=CC2=CC=C(C=C12)C#CCNC(C1=NC=C(C=C1)C=1N=CC2=C(C=CC=C2C1)C1=CC2=C(N(C(N2C)=O)C)C(=C1)C(C)C)=O